NC=1N=C(SC1C(=O)C=1C=NC(=CC1)C(F)(F)F)N(C1=CC(=C(C=C1)F)F)[C@H](C(=O)N)C (S)-2-(N-[4-Amino-5-[6-(trifluoromethyl)pyridin-3-carbonyl]thiazol-2-yl]-3,4-difluoroanilino)propanamid